ClC1=CC(=C(C=C1)C1=NOC(=C1C(=O)C=1C(=NOC1C1CC1)C1=C(C=C(C=C1)Cl)S(=O)(=O)C)C1CC1)S(=O)(=O)C 4-chloro-2-methanesulfonylphenyl-5-cyclopropyl-1,2-oxazol-4-ylketone